C(C)N(C=1C=CC=2N=C3C(C4=C(C(C3=NC2C1)=O)C=CC=C4)=O)CC 2-(diethylamino)benzo[b]phenazine-6,11-dione